8-azadeazaguanosine [C@@H]1([C@H](O)[C@H](O)[C@@H](CO)O1)C1=NN=C2C(=O)N=C(N)N=C12